6-bromo-N-(3-chlorobenzyl)-2-methylquinolin-4-amine BrC=1C=C2C(=CC(=NC2=CC1)C)NCC1=CC(=CC=C1)Cl